C1(CCCCC1)NC(COC1=CC=C2C=CC(=CC2=C1)C(CC(=O)OC)C=1C(=CC2=C(C=CO2)C1)C)=O Methyl 3-(7-(2-(cyclohexylamino)-2-oxoethoxy)naphthalen-2-yl)-3-(6-methylbenzofuran-5-yl)propanoate